C(C)(=O)N1CCC(CC1)C1=NN(C(=C1)NCC=1SC(=CC1)Cl)C(C(C)(C)C)=O 1-[3-(1-acetylpiperidin-4-yl)-5-[(5-chlorothiophen-2-yl)methyl]amino-1H-pyrazol-1-yl]-2,2-dimethylpropan-1-one